Imidazo[1,2-a]pyridin-6-ylmethylamine N=1C=CN2C1C=CC(=C2)CN